C(C1=CC=CC=C1)C1=NN2C(N=CC(=C2)C(=O)NN)=C1 2-benzylpyrazolo[1,5-a]pyrimidine-6-carbohydrazide